4-(3-(5-fluoropyridin-2-yl)-1,5-dimethyl-1H-pyrazol-4-yl)-1H-pyrrolo[2,3-b]pyridine FC=1C=CC(=NC1)C1=NN(C(=C1C1=C2C(=NC=C1)NC=C2)C)C